FC1=C(CC2=NC3=C(N2[C@@H]2COCC2(C)C)C=C(C=C3F)C(=O)O)C=C(C(=C1)C1=NC(=CC=C1)OCC=1C=C3CN(CC3=CC1)C(=O)OC)F (S)-2-(2,5-difluoro-4-(6-((2-(methoxycarbonyl)isoindolin-5-yl)methoxy)pyridin-2-yl)benzyl)-1-(4,4-dimethyltetrahydrofuran-3-yl)-4-fluoro-1H-benzo[d]imidazole-6-carboxylic acid